(5-(2-(2,6-dioxopiperidin-3-yl)-1-oxoisoindolin-4-yl)pent-4-yn-1-yl)picolinamide O=C1NC(CCC1N1C(C2=CC=CC(=C2C1)C#CCCCC=1C(=NC=CC1)C(=O)N)=O)=O